N-(6-bromo-3-(2-chloro-5-fluorophenyl)-1-oxoisoindolin-4-yl)-5-fluoro-spiro[indolin-3,2'-oxetan]-1-carboxamide BrC1=CC(=C2C(NC(C2=C1)=O)C1=C(C=CC(=C1)F)Cl)NC(=O)N1CC2(OCC2)C2=CC(=CC=C12)F